(1S,3aR,6aS)-N-((S)-4-(benzylamino)-3-hydroxy-4-oxo-1-((S)-2-oxopyrrolidin-3-yl)butan-2-yl)-2-(1H-indole-2-carbonyl)-octahydrocyclopenta[c]pyrrole-1-carboxamide C(C1=CC=CC=C1)NC(C([C@H](C[C@H]1C(NCC1)=O)NC(=O)[C@H]1N(C[C@H]2[C@@H]1CCC2)C(=O)C=2NC1=CC=CC=C1C2)O)=O